8-cyano-6-fluoro-7-(4-iodo-1-methyl-1H-pyrazol-5-yl)spiro[benzo[b][1,4]oxazine-2,1'-Cyclopropane] C(#N)C1=C(C(=CC2=C1OC1(CC1)C=N2)F)C2=C(C=NN2C)I